O1C(C1)COCC(COCC1OC1)(COCC1OC1)COCC1OC1 2,2'-(((2,2-bis((oxiran-2-ylmethoxy)methyl)propane-1,3-diyl)bis(oxy))bis(methylene))bis(oxirane)